COC=1C=C(C=CC1)C=1C=CC=2N(N1)C(=CN2)C=2C=C(C=CC2)C(C)=O 1-[3-[6-(3-methoxyphenyl)imidazo[1,2-b]pyridazin-3-yl]phenyl]ethanone